[N+](=O)([O-])C1=CC(=C(C=C1CNC(O)=O)OC)OC.C(N)(OC(C1=CC(OC)=C(OC)C=C1[N+](=O)[O-])=O)=O 6-nitroveratroyl carbamate (6-nitroveratryl carbamate)